N1-(3-(1H-1,2,4-triazol-1-yl)propyl)-N4-cyclohexyl-benzene-1,4-diamine N1(N=CN=C1)CCCNC1=CC=C(C=C1)NC1CCCCC1